4-[6-(2-chloro-5-methyl-phenyl)-4-cyano-3-hydroxy-pyridin-2-yl]-4-oxo-butyric acid ethyl ester C(C)OC(CCC(=O)C1=NC(=CC(=C1O)C#N)C1=C(C=CC(=C1)C)Cl)=O